2-(tert-Butoxycarbonylamino)-2-(piperazin-2-yl)-acetic acid ethyl ester C(C)OC(C(C1NCCNC1)NC(=O)OC(C)(C)C)=O